(2R*,6S*)-2,6-Dimethyltetrahydropyran-4-amine C[C@H]1O[C@H](CC(C1)N)C |o1:1,3|